4-[4-(7-methylsulfonyloxy-1,5-dihydro-3H-2,4-benzodioxepin-3-yl)-2-thiazolyl]-1-[2-[3,5-bis(difluoromethyl)-1H-pyrazol-1-yl]acetyl]piperidine CS(=O)(=O)OC1=CC2=C(COC(OC2)C=2N=C(SC2)C2CCN(CC2)C(CN2N=C(C=C2C(F)F)C(F)F)=O)C=C1